6-((6-cyclopropoxypyridin-3-yl)methyl)-3,6-diazabicyclo[3.1.1]heptane C1(CC1)OC1=CC=C(C=N1)CN1C2CNCC1C2